BrC=1C2=C(N(C(CC1C=O)=O)CC1=CC(=C(C=C1)C)F)C=C(C=C2)Cl 5-bromo-8-chloro-1-(3-fluoro-4-methylbenzyl)-2-oxo-2,3-dihydro-1H-benzo[b]azepine-4-carbaldehyde